NC=1SC(=CN1)C(=O)NC1=C(C=C(C(=C1)C(NC1=NN(C=C1)[C@@H]1C[C@H](C1)OC)=O)F)C 2-Amino-N-[4-fluoro-5-[[1-(trans-3-methoxycyclobutyl)pyrazol-3-yl]carbamoyl]-2-methylphenyl]-1,3-thiazole-5-carboxamide